C(C1=CC=CC=C1)OC(NCCN(CCC(N(N)CCC(=O)OC(C)(C)C)=O)CCC(N(CCC(=O)OC(C)(C)C)N)=O)=O (2-{bis-[2-(2-tert-butoxycarbonyl-amino-ethylcarbamoyl)-ethyl]-amino}-ethyl)-carbamic acid benzyl ester